benzyl 4-((4-((4-((4-(benzyloxy)-2-methoxy-6-methylbenzoyl)oxy)-3-bromo-2-hydroxy-5,6-dimethylbenzoyl)oxy)-2,3,6-trimethylbenzoyl)oxy)-2,3,5,6-tetramethylbenzoate C(C1=CC=CC=C1)OC1=CC(=C(C(=O)OC2=C(C(=C(C(=O)OC3=C(C(=C(C(=O)OC4=C(C(=C(C(=O)OCC5=CC=CC=C5)C(=C4C)C)C)C)C(=C3)C)C)C)C(=C2C)C)O)Br)C(=C1)C)OC